N,N'-(2,2'-dimethyl-[1,1'-biphenyl]-3,3'-diyl)bis(5-((((S)-1-hydroxypropan-2-yl)amino)methyl)-4-methoxypicolinamide) CC1=C(C=CC=C1NC(C1=NC=C(C(=C1)OC)CN[C@H](CO)C)=O)C1=C(C(=CC=C1)NC(C1=NC=C(C(=C1)OC)CN[C@H](CO)C)=O)C